5-bromo-4,6-dimethyl-pyrimidin-2-amine BrC=1C(=NC(=NC1C)N)C